ClC1=CC=C(CN2C=NC=3N=C(NC(C23)=O)N)C=C1 N7-4-chloro-benzyl-guanine